1-vinyl-4-iodopyrazole C(=C)N1N=CC(=C1)I